FC1(CCN(CCC1)C1=NC2=NC=CC=C2C=C1C(=O)OC)F methyl 2-(4,4-difluoroazepan-1-yl)-1,8-naphthyridine-3-carboxylate